S1C(=NC2=C1CNC2)C=2C(=C(C=CC2)C2=C(C(=CC=C2)NC=2N=CC=C1C=C(C=NC21)CN2C[C@@H](CC2)C(=O)O)C)C (R)-1-((8-((3'-(5,6-dihydro-4H-pyrrolo[3,4-d]thiazol-2-yl)-2,2'-dimethyl-[1,1'-biphenyl]-3-yl)amino)-1,7-naphthyridin-3-yl)methyl)pyrrolidine-3-carboxylic acid